tert-butyl (2-hydroxy-1-(4-(4-methylthiazol-5-yl)phenyl)ethyl)carbamate OCC(C1=CC=C(C=C1)C1=C(N=CS1)C)NC(OC(C)(C)C)=O